1-(4-aza-1-azoniabicyclo[2.2.2]octan-1-yl)-7-benzyloxy-4-(4-fluorophenyl)-3-tetrahydropyran-4-yl-isoquinoline [N+]12(CCN(CC1)CC2)C2=NC(=C(C1=CC=C(C=C21)OCC2=CC=CC=C2)C2=CC=C(C=C2)F)C2CCOCC2